2-bromo-N-(5-cyclohexylpyridin-2-yl)propanamide BrC(C(=O)NC1=NC=C(C=C1)C1CCCCC1)C